(3-chloro-4-fluorophenyl)-1H-imidazole-5-carboxylic acid ClC=1C=C(C=CC1F)N1C=NC=C1C(=O)O